ClC1=CC=C(C=C1)C1=NC2=C(N1[C@@H](C(=O)NC1CCCCC1)[C@H]1OCCCC1)C=C(C=C2)F (S)-2-[2-(4-chloro-phenyl)-6-fluoro-benzimidazol-1-yl]-N-cyclohexyl-2-(R)-tetrahydro-pyran-2-yl-acetamide